FC=1C(=CC=2C3=C(N=C(C2C1)OCCO)COCC3N(C(=O)C=3NC1=CC(=C(C=C1C3)F)F)C)F N-(8,9-difluoro-6-(2-hydroxyethoxy)-1,4-dihydro-2H-pyrano[3,4-c]isoquinolin-1-yl)-5,6-difluoro-N-methyl-1H-indole-2-carboxamide